1-(((((S)-1,4-dioxane-2-yl)methoxy)carbonyl)oxy)ethyl-(2R,3R,4S)-4-(benzo[d][1,3]dioxolane-5-yl)-1-[2-(dibutylamino)-2-oxoethyl]-2-(4-methoxyphenyl)pyrrolidine-3-carboxylate O1[C@@H](COCC1)COC(=O)OC(C)OC(=O)[C@H]1[C@@H](N(C[C@@H]1C1=CC2=C(OCO2)C=C1)CC(=O)N(CCCC)CCCC)C1=CC=C(C=C1)OC